NC1=C(C(=C(C=C1Cl)Cl)F)C1=C2C(=NC(=C1C#N)N1CC3(CN(C3)C(C=C)=O)CC1)CC(OC2)(C)C (M)-4-(2-amino-3,5-dichloro-6-fluorophenyl)-7,7-dimethyl-2-(2-(2-propenoyl)-2,6-diazaspiro[3.4]octan-6-yl)-7,8-dihydro-5H-pyrano[4,3-b]pyridine-3-carbonitrile